ethyl 4-[N-acetyl-4-(1,4-dioxaspiro[4.5]decan-8-yl)anilino]benzoate C(C)(=O)N(C1=CC=C(C=C1)C1CCC2(OCCO2)CC1)C1=CC=C(C(=O)OCC)C=C1